3-Aminopropyltriethoxysilan ((S)-1-methylpyrrolidin-2-yl)methyl-((1r,4S)-4-(5-(4-(3-benzoylureido)-2-(N-(tert-butyl)sulfamoyl)phenyl)thiazol-2-yl)cyclohexyl)carbamate discandium [Sc+3].[Sc+3].CN1[C@@H](CCC1)CN(C([O-])=O)C1CCC(CC1)C=1SC(=CN1)C1=C(C=C(C=C1)NC(=O)NC(C1=CC=CC=C1)=O)S(NC(C)(C)C)(=O)=O.NCCC[Si](OCC)(OCC)OCC.CN1[C@@H](CCC1)CN(C([O-])=O)C1CCC(CC1)C=1SC(=CN1)C1=C(C=C(C=C1)NC(=O)NC(C1=CC=CC=C1)=O)S(NC(C)(C)C)(=O)=O.CN1[C@@H](CCC1)CN(C([O-])=O)C1CCC(CC1)C=1SC(=CN1)C1=C(C=C(C=C1)NC(=O)NC(C1=CC=CC=C1)=O)S(NC(C)(C)C)(=O)=O.CN1[C@@H](CCC1)CN(C([O-])=O)C1CCC(CC1)C=1SC(=CN1)C1=C(C=C(C=C1)NC(=O)NC(C1=CC=CC=C1)=O)S(NC(C)(C)C)(=O)=O.CN1[C@@H](CCC1)CN(C([O-])=O)C1CCC(CC1)C=1SC(=CN1)C1=C(C=C(C=C1)NC(=O)NC(C1=CC=CC=C1)=O)S(NC(C)(C)C)(=O)=O.CN1[C@@H](CCC1)CN(C([O-])=O)C1CCC(CC1)C=1SC(=CN1)C1=C(C=C(C=C1)NC(=O)NC(C1=CC=CC=C1)=O)S(NC(C)(C)C)(=O)=O